C(C)OC(=O)C1(C[C@H]2O[C@H]2C1)CC1=CC(=CC=C1)C1=NC=C(C=N1)Br (1R,3r,5S)-3-(3-(5-bromopyrimidin-2-yl)benzyl)-6-oxabicyclo[3.1.0]hexane-3-carboxylic acid ethyl ester